FC(C)(F)C=1C(=C(C=CC1)[C@@H](C)N[S@](=O)C(C)(C)C)F |&1:13| (R/S)-N-((R)-1-(3-(1,1-Difluoroethyl)-2-fluorophenyl)ethyl)-2-methylpropane-2-sulfinamide